4-(3-Chloro-7-cyclopentylthieno[3,2-b]pyridin-2-yl)-N-[5-[(4-ethylpiperazin-1-yl)methyl]pyridin-2-yl]-5-fluoropyrimidin-2-amine ClC1=C(SC=2C1=NC=CC2C2CCCC2)C2=NC(=NC=C2F)NC2=NC=C(C=C2)CN2CCN(CC2)CC